CN(CC(=O)NC(C(=O)NCCCCCCCC\C=C/CCCCCCCC)CCC(=O)NCCCCCCCC\C=C/CCCCCCCC)C 2-[[2-(dimethylamino)acetyl]amino]-N,N'-bis[(Z)-octadec-9-enyl]pentanediamide